4-((3-fluorophenyl)amino)-6-(thiazol-4-yl)pyrimidin FC=1C=C(C=CC1)NC1=NC=NC(=C1)C=1N=CSC1